C(C(C)C)C1=NC=CC(=C1N)C isobutyl-4-methylpyridin-3-amine